C(C)(=O)N[C@H](C(=O)N[C@H]1CCC=2C=CC=C3C[C@H](N(C23)C1=O)C(=O)NCC(=O)O)C(C)C {[(2S,5S)-5-((S)-2-Acetylamino-3-methyl-butyrylamino)-4-oxo-1,2,4,5,6,7-hexahydro-azepino[3,2,1-hi]indole-2-carbonyl]-amino}-acetic acid